1-[3-(4-cyclopropoxy-2-methoxypyridin-3-yl)-1H-pyrrolo[2,3-b]pyridin-6-yl]-3-[3-(dimethylamino)propyl]urea C1(CC1)OC1=C(C(=NC=C1)OC)C1=CNC2=NC(=CC=C21)NC(=O)NCCCN(C)C